N=C1SCC(N1C1=C(C=CC(=C1)OC)C(C)C)=O 2-imino-3-(2-isopropyl-5-methoxyphenyl)thiazolidin-4-one